1-((3-((1R,5R,6S)-3-(isoquinolin-7-yl)bicyclo[3.1.0]hex-2-en-6-yl)-1,2,4-oxadiazol-5-yl)methyl)-7-methyl-1,7-dihydro-6H-purin-6-one C1=NC=CC2=CC=C(C=C12)C1=C[C@@H]2[C@H]([C@@H]2C1)C1=NOC(=N1)CN1C=NC=2N=CN(C2C1=O)C